CC(S)S 2,2-ethanedithiol